4-(4-fluoro-3-(piperazine-1-carbonyl)benzyl)-2H-phthalazin-1-one FC1=C(C=C(CC2=NNC(C3=CC=CC=C23)=O)C=C1)C(=O)N1CCNCC1